tin selenium sulfide [Se]=S.[Sn]